C1=CC(=C2C(=C1)OC3=C(C=CC(=C3C2=O)O)[N+](=O)[O-])O The molecule is a member of the class of xanthones that is xanthen-9-one substituted at position 4 by a nitro group and at positions 1 and 8 by hydroxy groups. It has a role as a protein kinase inhibitor. It is a member of xanthones, a polyphenol and a C-nitro compound.